1-(3-methoxypropyl)piperidine-4-formamide COCCCN1CCC(CC1)C(=O)N